(2R,6S)-N-[2-(cyclopropylmethyl)-2-azaspiro[3.3]heptan-6-yl]-2,6-dimethyl-4-[5-(trifluoro-methyl)pyrimidin-2-yl]piperazine-1-carboxamide C1(CC1)CN1CC2(C1)CC(C2)NC(=O)N2[C@@H](CN(C[C@@H]2C)C2=NC=C(C=N2)C(F)(F)F)C